C[C@H]([C@@H](C(=O)OCC1=CC=CC=C1)NC(=O)[C@H]1N([C@H](CC1)C=1OC(=CC1)C)C([C@H](C(C)C)NC([C@H](C)NC)=O)=O)CC (2S,3S)-benzyl 3-methyl-2-((2S,5R)-1-((S)-3-methyl-2-((S)-2-(methylamino)propanamido)butanoyl)-5-(5-methylfuran-2-yl)pyrrolidine-2-carboxamido)pentanoate